N1=C(N=CC=C1)N1N=CN=C1C(C)NC1=NC=CC2=C(C=C(C=C12)C(F)(F)F)C(F)(F)F N-[1-(2-pyrimidin-2-yl-1,2,4-triazol-3-yl)ethyl]-5,7-bis(trifluoromethyl)isoquinolin-1-amine